O=C(C(=S)O)CCC 2-Oxo-4-methylthiobutyric acid